OC12C(C=3C=C(SC3N=C2N(CC1)C1=CC=C(C=C1)C(F)(F)F)C)=O 9-hydroxy-5-methyl-12-[4-(trifluoromethyl)phenyl]-4-thia-2,12-diazatricyclo[7.3.0.03,7]dodeca-1,3(7),5-trien-8-one